F[C@@H]1CN(CC[C@@H]1OC)C1=NC=CC(=N1)NC=1N=CC2=C(C=CC(=C2C1)[C@H]1N(CCCCC1)C(C=C)=O)N1[C@@H]([C@H](C1)CS(=O)(=O)C)C 1-((S)-2-(3-((2-((3R,4S)-3-fluoro-4-methoxypiperidin-1-yl)pyrimidin-4-yl)amino)-8-((2R,3S)-2-methyl-3-((methylsulfonyl)methyl)azetidin-1-yl)isoquinolin-5-yl)azepan-1-yl)prop-2-en-1-one